3-((1-(2-(3-Azabicyclo[3.1.0]hexan-3-yl)-3-ethyl-6-fluoro-4-oxo-3,4-dihydroquinazolin-8-yl)ethyl)amino)-6-chloropicolinic acid C12CN(CC2C1)C1=NC2=C(C=C(C=C2C(N1CC)=O)F)C(C)NC=1C(=NC(=CC1)Cl)C(=O)O